1-(4-((5,5-dimethyl-2,4-dioxo-3-(4-((trifluoromethyl)thio)phenyl)imidazolidin-1-yl)methyl)pyridin-2-yl)-3-(pyridin-4-yl)urea CC1(C(N(C(N1CC1=CC(=NC=C1)NC(=O)NC1=CC=NC=C1)=O)C1=CC=C(C=C1)SC(F)(F)F)=O)C